[O-]S(=O)(=O)C(F)(F)F.C(C)(C)N(C(=O)OC1=CC=C(C=C1)[S+](C)C)C(C)C (4-(di-i-propylcarbamoyloxy)phenyl)dimethylsulfonium triflate